ClC=1C(=C(C=CC1)NN1C(=CC=2C(NCCC21)=O)C2=CC=NC1=CC=C(N=C21)C2CC2)OC [(3-chloro-2-methoxyphenyl)amino]-2-(6-cyclopropyl-1,5-naphthyridin-4-yl)-1H,5H,6H,7H-pyrrolo[3,2-c]pyridin-4-one